NC=1NC(C=2N=CN(C2N1)[C@@H]1O[C@@H]([C@H](C1)O[Si](C)(C)C(C)(C)C)COP1(SCCS1)=S)=O 2-amino-9-((2R,4S,5R)-4-((tert-butyldimethylsilyl)oxy)-5-(((2-sulfido-1,3,2-dithiaphospholan-2-yl)oxy)methyl)tetrahydrofuran-2-yl)-1,9-dihydro-6H-purin-6-one